N-(5-bromo-8-(cyclopropylamino)-2,7-naphthyridin-3-yl)cyclopropanecarboxamide BrC1=C2C=C(N=CC2=C(N=C1)NC1CC1)NC(=O)C1CC1